B(O)(O)O.C1(=CC=CC=C1)N(CCO)CCO phenyl-diethanolamine borate